ClC=1C(=C(C=CC1)NN1C(=CC=2C(NCCC21)=O)C2=C(C=NC=C2)OCCC2=NC=CN=C2)OC ((3-chloro-2-methoxyphenyl)amino)-2-(3-(2-(pyrazin-2-yl)ethoxy)pyridin-4-yl)-1,5,6,7-tetrahydro-4H-pyrrolo[3,2-c]pyridin-4-one